[O-]S(=O)(=O)C(F)(F)F.C[NH+]1CC(CC1)C 1,3-dimethylpyrrolidinium triflate